rac-(3aR,5R,7S,7aR)-5-(2,4-difluorophenyl)-1,3,3,5,7-pentamethyloctahydrobenzo[c]isoxazole FC1=C(C=CC(=C1)F)[C@]1(C[C@@H]2[C@H](N(OC2(C)C)C)[C@H](C1)C)C |r|